3-(6-(pyridin-2-yl)-2H-indazol-2-yl)-N,N-dimethylpropan-1-amine N1=C(C=CC=C1)C=1C=CC2=CN(N=C2C1)CCCN(C)C